C(C)(C)(C)CS(=O)(=O)N(C(O)=O)CC(=C)COC1=CC=C(C=C1)N(C(C)=O)C1=CC(=C(C(=C1)Cl)OCCCCl)Cl.BrCCOCCOCCOC 1-bromo-2-(2-(2-methoxyethoxy)ethoxy)ethane tert-Butyl-(2-((4-(N-(3,5-dichloro-4-(3-chloropropoxy)phenyl)acetamido)phenoxy)methyl)allyl)(methylsulfonyl)carbamate